FC1=C(C=CC(=C1)F)[C@H]1N(CC[C@H](C1)NC)C(=O)N1CC2(CCCC2)[C@H](CC1)CN1C(C=C(CC1)C1=C(C=CC=C1)OC)=O 1-(((S)-7-((2S,4R)-2-(2,4-difluorophenyl)-4-(methylamino)piperidine-1-carbonyl)-7-azaspiro[4.5]dec-10-yl)methyl)-4-(2-methoxyphenyl)-5,6-dihydropyridin-2(1H)-one